4-(2-((4-(tert-butoxy)-4-oxobutyl)(4-methoxybenzyl)amino)-4-(trifluoromethyl)benzyl)piperazine-1-carboxylic acid 1,1,1,3,3,3-hexafluoropropan-2-yl ester FC(C(C(F)(F)F)OC(=O)N1CCN(CC1)CC1=C(C=C(C=C1)C(F)(F)F)N(CC1=CC=C(C=C1)OC)CCCC(=O)OC(C)(C)C)(F)F